C1(=CC=C(C=C1)CC=1C(=C(SC1C)C)C(=O)NC1CC2(CC(C2)C(=O)OC)C1)C1=CC=CC=C1 methyl 6-(4-([1,1'-biphenyl]-4-ylmethyl)-2,5-dimethylthiophene-3-carboxamido)spiro[3.3]heptane-2-carboxylate